methyl-[(6-chloro-3-tetrahydrothiopyran-4-yl-4-quinolinyl) amino] benzoate C(C1=CC=CC=C1)(=O)ON(C1=C(C=NC2=CC=C(C=C12)Cl)C1CCSCC1)C